1-CHLORO-3-METHYLIMIDAZO[1,2-A][1,7]NAPHTHYRIDINE-6-CARBOXAMIDE ClC1=NC(=CC=2C=C(C=3N(C12)C=CN3)C(=O)N)C